NC1=CC(=C(C=C1)C(=O)C1=CC=C(C=C1)N)C(C)C (4-amino-2-isopropylphenyl)(4-aminophenyl)methanone